2-oxo-N-(1H-pyrazolo[4,3-c]pyridin-7-yl)-2-[(2R,5S)-5-methyl-2-[2-[(3R,5R)-1,5-dimethyl-3-piperidyl]-1,3-benzothiazol-5-yl]-1-piperidyl]acetamide O=C(C(=O)NC=1C2=C(C=NC1)C=NN2)N2[C@H](CC[C@@H](C2)C)C=2C=CC1=C(N=C(S1)[C@H]1CN(C[C@@H](C1)C)C)C2